COC1=CC=C(C=C1)CCC1(CN(C1)C=1C=2N(C=CC1)N=C(N2)NC=2C=NN(C2)CC(=O)N2CCN(CC2)C)CC#N 2-[3-[2-(4-methoxyphenyl)ethyl]-1-[2-[[1-[2-(4-methylpiperazin-1-yl)-2-oxo-ethyl]pyrazol-4-yl]amino]-[1,2,4]triazolo[1,5-a]pyridin-8-yl]azetidin-3-yl]acetonitrile